BrC1=CC=C2C(=CNC2=C1Cl)S(=O)(=O)Cl 6-bromo-7-chloro-1H-indole-3-sulfonylChlorine